Cl.ClC1=C(C=CC=C1C=1C=NC=C(C1)Cl)[C@@]1(CC(N(C(N1)=N)[C@@H]1C[C@@H](OCC1)C)=O)C (6S)-6-[2-Chloro-3-(5-chloro-pyridin-3-yl)phenyl]-2-imino-6-methyl-3-[(2S,4S)-2-methyl-tetrahydropyran-4-yl]hexahydro-pyrimidin-4-one hydrochloride